N[C@@H](C(=O)N1[C@@H](C[C@H](CC1)OC1CCN(CC1)CC(=O)N1CCN(CC1)C(=O)C=1C=C(C=CC1F)CC1=NNC(C2=CC=CC=C12)=O)C)C1CCCCC1 4-[[3-[4-[2-[4-[[(2R,4S)-1-[(2R)-2-amino-2-cyclohexyl-acetyl]-2-methyl-4-piperidyl]oxy]-1-piperidyl]acetyl]piperazine-1-carbonyl]-4-fluoro-phenyl]methyl]-2H-phthalazin-1-one